1,2-Bis(phenylimino)-ethan C1(=CC=CC=C1)N=CC=NC1=CC=CC=C1